C(C)(C)(C)OC(COCCOCCNC(CNC(OCC1=CC=CC=C1)=O)=O)=O.BrC1=CC=C(C=C)C=C1 p-bromostyrene tert-Butyl-3,6-dioxo-1-phenyl-2,10,13-trioxa-4,7-diazapentadecan-15-oate